(R)-4-(7-(4-Chloro-3-(trifluoromethyl)benzoyl)-2-(isopropylamino)-6-methyl-4-oxo-5,6,7,8-tetrahydropyrido[3,4-d]pyrimidin-3(4H)-yl)-N-methylbutanamide ClC1=C(C=C(C(=O)N2CC=3N=C(N(C(C3C[C@H]2C)=O)CCCC(=O)NC)NC(C)C)C=C1)C(F)(F)F